CC1(N(CCOC1)CC1=CC=C(C=C1)B1OC(C(O1)(C)C)(C)C)C 3,3-dimethyl-4-[[4-(4,4,5,5-tetramethyl-1,3,2-dioxaborolan-2-yl)phenyl]methyl]morpholine